COCOC1=CC(=CC2=C1C(CO2)C)C(=O)OC methyl 4-[(methoxymethyl) oxy]-3-methyl-2,3-dihydrobenzofuran-6-carboxylate